(3S)-6-chloro-2'-(5-chloro-2-fluorophenyl)-6'-(propan-2-yl)-5'-(2,4,6-trimethoxypyrimidin-5-yl)-1,2,3',5'-tetrahydro-2'H-spiro[indole-3,1'-pyrrolo[3,4-c]pyrrole]-2,3'-dione ClC1=CC=C2C(=C1)NC([C@]21N(C(C=2C1=C(N(C2)C=2C(=NC(=NC2OC)OC)OC)C(C)C)=O)C2=C(C=CC(=C2)Cl)F)=O